4'-aminobutyrophenone NC1=CC=C(C=C1)C(CCC)=O